ClC=1C(=NC2=CC(=CC=C2C1)CCC1=C[C@H]([C@H]2[C@@H]1OC(O2)(C)C)N2C=CC1=C2N=C(N=C1)Cl)N 3-Chloro-7-(2-((3aS,4R,6aR)-4-(2-chloro-7H-pyrrolo[2,3-d]pyrimidin-7-yl)-2,2-dimethyl-3a,6a-dihydro-4H-cyclopenta[d][1,3]dioxol-6-yl)ethyl)quinolin-2-amine